tert-butyl (S)-23-(4-(2-(4-(4-chlorophenyl)-2,3,9-trimethyl-6H-thieno[3,2-f][1,2,4]triazolo[4,3-a][1,4]diazepin-6-yl)acetamido)phenoxy)-3,6,9,12,15,18,21-heptaoxatricosanoate ClC1=CC=C(C=C1)C1=N[C@H](C=2N(C3=C1C(=C(S3)C)C)C(=NN2)C)CC(=O)NC2=CC=C(OCCOCCOCCOCCOCCOCCOCCOCC(=O)OC(C)(C)C)C=C2